C[C@@]12[C@H](C[C@@H](CC1)C2(C)C)NCC2=CC=C(CNC=1C=C(C=CC1)NC1C(NC(CC1)=O)=O)C=C2 3-((3-((4-((((1R,2S,4R)-1,7,7-trimethylbicyclo[2.2.1]heptan-2-yl)amino)methyl)benzyl)amino)phenyl)amino)piperidine-2,6-dione